sodium methanedisulphonate C(S(=O)(=O)[O-])S(=O)(=O)[O-].[Na+].[Na+]